(1r,4r)-4-(3-chloroanilino)-2'-(3-chloro-5-methoxyphenyl)-2',3'-dihydrospiro[cyclohexane-1,1'-indene]-4-carboxylic acid ClC=1C=C(NC2(CCC3(C(CC4=CC=CC=C34)C3=CC(=CC(=C3)OC)Cl)CC2)C(=O)O)C=CC1